3-(tributylstannyl)thiophene C(CCC)[Sn](C1=CSC=C1)(CCCC)CCCC